dipalladium Ferrocene [CH-]1C=CC=C1.[CH-]1C=CC=C1.[Fe+2].[Pd].[Pd]